O=C1N(CCC(N1)=O)C1=NN(C2=CC(=CC=C12)C1CCN(CC1)CC(CC=1C=C(C=CC1)S(=O)(=O)N1CCCCC1)(C)C)C 1-((3-(3-(4-(3-(2,4-dioxotetrahydropyrimidin-1(2H)-yl)-1-methyl-1H-indazol-6-yl)piperidin-1-yl)-2,2-dimethylpropyl)phenyl)sulfonyl)piperidin